6-[[4-[3-(3-cyano-5-fluoro-phenyl)isoxazolidine-2-carbonyl]cycloheptyl]-methoxy]pyrimidine-4-carboxamide C(#N)C=1C=C(C=C(C1)F)C1N(OCC1)C(=O)C1CCC(CCC1)COC1=CC(=NC=N1)C(=O)N